(3R,5R)-N-{6,7-dimethoxy-1H,2H,3H-cyclopenta[b]quinolin-9-yl}-5-fluoropiperidin-3-amine COC=1C(=CC=2C(=C3C(=NC2C1)CCC3)N[C@H]3CNC[C@@H](C3)F)OC